NC=1C=2N(C3=CC(=C(C=C3N1)C)C(=O)N(C1CCC3=NC(=CC=C31)C(F)(F)F)CC3CC3)C=NC2 4-amino-N-(cyclopropylmethyl)-7-methyl-N-(2-(trifluoromethyl)-6,7-dihydro-5H-cyclopenta[b]pyridin-5-yl)imidazo[1,5-a]quinoxaline-8-carboxamide